CC1=C(C=CC=C1C(F)(F)F)[C@@H](C)NC1=NN=CC2=CC=C(C=C12)OC1C(N(CC1)C)(C)C N-((R)-1-(2-methyl-3-(trifluoromethyl)phenyl)ethyl)-7-((1,2,2-trimethylpyrrolidin-3-yl)oxy)phthalazin-1-amine